ClC1=C2C=CNC2=CC(=C1)NC1=CC(=CC(=N1)C#N)NC=1C=NC(=C(C1)OC)Cl 6-[(4-chloro-1H-indol-6-yl)amino]-4-[(6-chloro-5-methoxypyridin-3-yl)amino]pyridine-2-carbonitrile